C(C)O[Si](CCCCCCCC[Si](C1=CC=CC=C1)(N(C)C)N(C)C)(OCC)OCC 1-triethoxysilyl-8-bis(dimethylamino)phenylsilyloctane